C1(=CC=CC=C1)C1=C(C(=CC(=C1)CCCCCCCCCCCCCCCCCC)C1=CC=CC=C1)O 2,6-diphenyl-4-octadecyl-phenol